N-(3-(2-(4-methylsulfonyl-2,3-dihydrobenzo[1,4]oxazin-6-yl)amino-5-fluoropyrimidin-4-ylamino)phenyl)acrylamide CS(=O)(=O)N1CCOC2=C1C=C(C=C2)NC2=NC=C(C(=N2)NC=2C=C(C=CC2)NC(C=C)=O)F